5-{7-[(4,4-difluoro-5-hydroxypentyl)oxy]-1-fluoro-3-hydroxynaphthalen-2-yl}-1λ6,2,5-thiadiazolidine-1,1,3-trione FC(CCCOC1=CC=C2C=C(C(=C(C2=C1)F)N1CC(NS1(=O)=O)=O)O)(CO)F